C(C1=CC=CC=C1)(C1=CC=CC=C1)C1=CCCCCCC1 benzhydrylcyclooctene